NC=1C2=C(N=CN1)N(C(=C2C2=CC=C(C=C2)OC2=NC(=CC=C2)C)C=2CN(CC2)C(C=C)=O)C 1-[3-(4-amino-7-methyl-5-{4-[(6-methylpyridin-2-yl)oxy]phenyl}7H-pyrrolo[2,3-d]pyrimidin-6-yl)-2,5-dihydro-1H-pyrrol-1-yl]prop-2-en-1-one